FC1=C(C(=CC=C1)F)C=1NC2=C(C3=C(N1)C=NN3)C=C(C=N2)C=2CCNCC2 5-(2,6-difluorophenyl)-9-(1,2,3,6-tetrahydropyridin-4-yl)-1,6-dihydropyrazolo[4,3-d]pyrido[3,2-f][1,3]diazepine